FC=1C=C(C=CC1)[C@H](CNC(CC1CCC(CC1)S(=O)(=O)N)(C)C)O (1R,4R)-4-(2-(((R)-2-(3-fluorophenyl)-2-hydroxyethyl)amino)-2-methylpropyl)cyclohexane-1-sulfonamide